(S)-2-amino-3-((S)-2-oxopyrrolidin-3-yl)propionic acid methyl ester p-toluenesulfonate CC1=CC=C(C=C1)S(=O)(=O)O.COC([C@H](C[C@H]1C(NCC1)=O)N)=O